1-(2-(benzylamino)-2-oxoethyl)-1-(2-((4-methyl-2-(piperazine-1-carbonyl)thiophen-3-yl)amino)-2-oxoethyl)azepan-1-ium C(C1=CC=CC=C1)NC(C[N+]1(CCCCCC1)CC(=O)NC1=C(SC=C1C)C(=O)N1CCNCC1)=O